3-(methylamino)pyrrolidin CNC1CNCC1